C(C)(C)C1=C(C(=CC=C1)C(C)C)N1C(N(C=C1)C1=C(C=CC=C1C(C)C)C(C)C)=[Au-] 1,3-bis(2,6-diisopropylphenyl)imidazol-2-ylidenegold (I)